4,4-dimethyl-2-methylene-γ-butyrolactone CC1(CC(C(=O)O1)=C)C